C1(CCC1)[C@@H]1[C@H](C1)C=1C=2N(N=C(C1)C=1C(NC(NC1)=O)=O)C=CN2 5-(8-((1S,2R)-2-cyclobutylcyclopropyl)imidazo[1,2-b]pyridazin-6-yl)pyrimidine-2,4(1H,3H)-dione